tert-butyl (1-(5-bromo-3-cyano-6-(4-cyano-3-fluorophenyl)pyridin-2-yl)piperidin-4-yl)carbamate BrC=1C=C(C(=NC1C1=CC(=C(C=C1)C#N)F)N1CCC(CC1)NC(OC(C)(C)C)=O)C#N